2-azido-5-fluoro-6-(2-(methoxy-methoxy)-4-(trifluoromethyl)-phenyl)nicotinaldehyde N(=[N+]=[N-])C1=C(C=O)C=C(C(=N1)C1=C(C=C(C=C1)C(F)(F)F)OCOC)F